2-Chloro-N-{1-[3-(difluoromethoxy)phenyl]-1H-indazol-4-yl}-5-[({[1-(trifluoromethyl)cyclopropyl]carbonyl}amino)Methyl]benzamide ClC1=C(C(=O)NC2=C3C=NN(C3=CC=C2)C2=CC(=CC=C2)OC(F)F)C=C(C=C1)CNC(=O)C1(CC1)C(F)(F)F